4-Ethylpyridine C(C)C1=CC=NC=C1